5-((S)-2-((S)-2-amino-3-methylbutanamido)propanamido)-2-(((S)-4-carboxy-4-(4-(((2,4-diaminopteridin-6-yl)methyl)amino)benzamido)butyl)carbamoyl)benzoic acid N[C@H](C(=O)N[C@H](C(=O)NC=1C=CC(=C(C(=O)O)C1)C(NCCC[C@H](NC(C1=CC=C(C=C1)NCC=1N=C2C(=NC(=NC2=NC1)N)N)=O)C(=O)O)=O)C)C(C)C